N(=[N+]=[N-])CC(=O)N1C(CCC1=O)=O N-(2-azidoacetyl)Succinimide